ONC(CC1=CC=C(C=C1)OC(F)(F)F)=N N-hydroxy-2-(4-(trifluoromethoxy)phenyl)acetamidine